C(C=C)(=O)N1CCN(CC1)C=1C2=C(N=C(N1)OCCNC(C)=O)CN(CC2)C2=CC(=CC1=CC=CC=C21)O N-(2-((4-(4-acryloylpiperazin-1-yl)-7-(3-hydroxynaphthalen-1-yl)-5,6,7,8-tetrahydropyrido[3,4-d]pyrimidin-2-yl)oxy)ethyl)acetamide